OC1=CC=C(C=C1)C(C(CCCC)CC)C1=CC=C(C=C1)O Bis(4-hydroxyphenyl)-2-ethylhexane